[(3aR,4S,6R,6aR)-2,2-dimethyl-6-vinyl-4,5,6,6a-tetrahydro-3aH-cyclopenta[d][1,3]dioxol-4-yl] trifluoromethanesulfonate FC(S(=O)(=O)O[C@H]1C[C@@H]([C@H]2OC(O[C@H]21)(C)C)C=C)(F)F